(S)-2,6-Dichloro-N-(4-(piperidin-3-yl)phenyl)isonicotinamide ClC=1C=C(C(=O)NC2=CC=C(C=C2)[C@H]2CNCCC2)C=C(N1)Cl